Cl.ClC1=C(C(=C(C=C1)C=1CCCC2=C(C1C1=CC=C(C=C1)CC1CN(C1)CCCF)C=CC(=C2)C(=O)O)C)F 8-(4-chloro-3-fluoro-2-methylphenyl)-9-(4-((1-(3-fluoropropyl)azetidin-3-yl)methyl)phenyl)-6,7-dihydro-5H-benzo[7]annulene-3-carboxylic acid hydrochloride